tert-butyl(4-((8-bromo-6-cyclopropylimidazo[1,2-a]pyridin-2-yl)methoxy)-6-chloropyridazin-3-yl)(tert-butoxycarbonyl)carbamate C(C)(C)(C)OC(N(C(=O)OC(C)(C)C)C=1N=NC(=CC1OCC=1N=C2N(C=C(C=C2Br)C2CC2)C1)Cl)=O